azino-bis(3-ethylbenzothiazoline-6-sulphonic acid) N(N=S1CN(C2=C1C=C(C=C2)S(=O)(=O)O)CC)=S2CN(C1=C2C=C(C=C1)S(=O)(=O)O)CC